FC1=C(OC2CCN(CC2)C=2N=C3C(=NC2C2=NC(=CC=C2)CO)CN(CC3)C(C)=O)C=CC(=C1)F 1-(2-(4-(2,4-difluorophenoxy)piperidin-1-yl)-3-(6-(hydroxymethyl)pyridin-2-yl)-7,8-dihydropyrido[3,4-b]pyrazin-6(5H)-yl)ethan-1-one